N-(cis-4-ethoxycyclohexyl)-5-(2-methylimidazo[1,2-b]pyridazin-6-yl)-7H-pyrrolo[2,3-d]pyrimidin-2-amine C(C)O[C@H]1CC[C@H](CC1)NC=1N=CC2=C(N1)NC=C2C=2C=CC=1N(N2)C=C(N1)C